2-amino-N,N,3-trimethylbenzamide NC1=C(C(=O)N(C)C)C=CC=C1C